N-{[3-(4-{[(3S,4R)-3-fluoro-1-methylpiperidin-4-yl]amino}-1-(2,2,2-trifluoroethyl)-1H-indol-2-yl)-1,2,4-oxadiazol-5-yl]methyl}-5-[(morpholin-4-yl)methyl]thiophene-2-carboxamide F[C@H]1CN(CC[C@H]1NC1=C2C=C(N(C2=CC=C1)CC(F)(F)F)C1=NOC(=N1)CNC(=O)C=1SC(=CC1)CN1CCOCC1)C